platinum tetramethyldivinyl disiloxane vinyl acetate C(C)(=O)OC=C.C[Si](O[Si](C=C)(C=C)C)(C)C.[Pt]